NC1=NN(C2=CC=CC(=C12)C1=CC2=CC=CC(=C2C=C1)C(NC1=CC(=C(C=C1)Cl)Cl)=O)C(=O)OC1CCCCC1 cyclohexyl 3-amino-4-(5-((4,3-dichlorophenyl) carbamoyl) naphthalen-2-yl)-1H-indazole-1-carboxylate